4-((2-morpholinyloxy)methyl)aniline N1CC(OCC1)OCC1=CC=C(N)C=C1